OC1=C(N(C2=CC=C(C(=C12)C(C(=O)C1=CC=C(C=C1)C)=O)OC)C1=CC=C(C=C1)OC)C1=CC=C(C=C1)C 1-(3-hydroxy-5-methoxy-1-(4-methoxyphenyl)-2-(p-tolyl)-1H-indol-4-yl)-2-(p-tolyl)ethane-1,2-dione